ClC=1C=C(C=CC1OCC1=NC=CC=C1)NC1=NC=NC2=CC=C(C(=C12)OC)NC(\C=C\CN1CCCC1)=O (E)-N-(4-((3-Chloro-4-(pyridin-2-ylmethoxy)phenyl)amino)-5-methoxyquinazolin-6-yl)-4-(pyrrolidin-1-yl)but-2-enamide